N1N=NN=C1C1=C(C=CC=C1)C1=CC=C(C=C1)CN1C(=NC2(C1=O)C(CCC2)N)CCCC 3-((2'-(1H-tetrazol-5-yl)-[1,1'-biphenyl]-4-yl)methyl)-6-amino-2-butyl-1,3-diazaspiro[4.4]non-1-en-4-one